ClC=1C(=NC=CC1SC=1C=2N(C(=NC1)N1CCC3([C@@H]([C@H](OC3)C)N)CC1)C=NN2)C (3R,4S)-8-(8-((3-chloro-2-methylpyridin-4-yl)thio)-[1,2,4]triazolo[4,3-c]pyrimidin-5-yl)-3-methyl-2-oxa-8-aza-spiro[4.5]decan-4-amine